4-(cyclopentylamino)-2-((2-methoxy-4-(1-methyl-1H-pyrazol-3-yl)phenyl)amino)-7H-pyrrolo[2,3-d]pyrimidine-5-carbonitrile C1(CCCC1)NC=1C2=C(N=C(N1)NC1=C(C=C(C=C1)C1=NN(C=C1)C)OC)NC=C2C#N